1-(propan-2-yl)-1H-1,2,3-benzotriazole-5-carboxamide CC(C)N1N=NC2=C1C=CC(=C2)C(=O)N